FC(C1=CC=C(C=C1)C(=O)N1CCC(CC1)CCCCNC(=O)C=1C=CC=2N(C1)C=CN2)(F)F N-[4-(1-{[4-(trifluoromethyl)phenyl]carbonyl}piperidin-4-yl)butyl]imidazo[1,2-a]pyridine-6-carboxamide